4-amino-2-carbonyl-1,3,5-triazine NC1=NC(NC=N1)=C=O